ClC1=NC=2C(CCCC2C(=N1)N1C[C@@H](N(CC1)C(=O)OC(C)(C)C)CC#N)=O Tert-butyl (S)-4-(2-chloro-8-oxo-5,6,7,8-tetrahydroquinazolin-4-yl)-2-(cyanomethyl)piperazine-1-carboxylate